C(C)(C)(C)OC(=O)N1C2=C(OCC1)C=CC(=N2)Br 6-bromo-2H,3H,4H-pyrido[3,2-b][1,4]oxazine-4-carboxylic acid tert-butyl ester